4-T-Butylbenzenepropionaldehyde C(C)(C)(C)C1=CC=C(C=C1)CCC=O